1-(7-(2-(3-chlorophenyl)-3-cyclobutylpropanoyl)-5,5-difluoro-2,7-diazaspiro[3.5]nonan-2-yl)prop-2-en-1-one ClC=1C=C(C=CC1)C(C(=O)N1CC(C2(CN(C2)C(C=C)=O)CC1)(F)F)CC1CCC1